(S)-(6,7-dichloro-1-methyl-1,3,4,5-tetrahydro-2H-pyrido[4,3-b]indol-2-yl)(5-((2-(dimethylamino)ethyl)(methyl)amino)pyrimidin-2-yl)methanone ClC1=C(C=CC=2C3=C(NC12)CCN([C@H]3C)C(=O)C3=NC=C(C=N3)N(C)CCN(C)C)Cl